3-(2-(Dimethylamino)ethyl)-1H-indol-4-yl L-valinate 2HCl Cl.Cl.N[C@@H](C(C)C)C(=O)OC1=C2C(=CNC2=CC=C1)CCN(C)C